FC(C=1C=C(C=NC1)OCCC=1C=C2C(=CNC2=CC1)NC(C)=O)F N-[5-(2-{[5-(difluoromethyl)pyridin-3-yl]oxy}ethyl)-1H-indol-3-yl]acetamide